CC1=CC(=NN1C1=CC=C(C=C1)C(C)(C)C1=CC=C(C=C1)C1=CC(=CC=C1)S(=O)(=O)C)C(=O)N 5-methyl-1-(4-(2-(3'-(methylsulfonyl)-[1,1'-biphenyl]-4-yl)propan-2-yl)phenyl)-1H-pyrazole-3-carboxamide